4-(aminomethyl)-6-(5-(4-fluorophenyl)-1-methyl-1H-pyrazol-4-yl)phthalazin-1(2H)-one NCC1=NNC(C2=CC=C(C=C12)C=1C=NN(C1C1=CC=C(C=C1)F)C)=O